4-Methylbenzenesulfonic acid (R)-2-amino-2-oxo-1-phenylethyl ester NC([C@@H](C1=CC=CC=C1)OS(=O)(=O)C1=CC=C(C=C1)C)=O